COC1=NC=CC=C1C1=CC(=NC2=C(N=CC=C12)C1=CC=NN1)N1CCOCC1 4-(2-methoxypyridin-3-yl)-2-(morpholin-4-yl)-8-(1H-pyrazol-5-yl)-1,7-naphthyridine